C(#N)[C@H]1[C@@H](C1)C(=O)NC=1N=CC2=C(C(=C(C=C2C1)C=1C=NC=CC1C)C(F)(F)F)N=C(C1=CC=CC=C1)C1=CC=CC=C1 |r| (±)-(trans)-2-cyano-N-(8-(diphenylmethyleneamino)-6-(4-methylpyridin-3-yl)-7-(trifluoromethyl)isoquinolin-3-yl)cyclopropanecarboxamide